3-bromo-2-(1-(tert-butoxycarbonyl)-4-cyanopiperidin-4-yl)-5-fluoroisonicotinic acid BrC1=C(C(=O)O)C(=CN=C1C1(CCN(CC1)C(=O)OC(C)(C)C)C#N)F